2,3-dihydro-3,5-dihydroxy-6-ethyl-4H-pyran OC1COC(=C(C1)O)CC